tert-butyl (S)-2-aminopropionate hydrochloride Cl.N[C@H](C(=O)OC(C)(C)C)C